N[C@H]1[C@@H]2N(C[C@H]1CC2)C(=O)C2=CC1=C(N(C(=N1)C=1N(C3=CC(=CC=C3C1)NC=1C=C(C=CC1)O)CC1CC1)C)C(=C2)OC 3-[(2-{5-[(1R,4R,7R)-7-amino-2-azabicyclo[2.2.1]heptane-2-carbonyl]-7-methoxy-1-methyl-1H-1,3-benzodiazol-2-yl}-1-(cyclopropylmethyl)-1H-indol-6-yl)amino]phenol